CC(C)=CCC(CCOC(=C)C)C 2,5-dimethyl-7-(prop-1-en-2-yloxy)hept-2-ene